3-aminophenyl-1H-pyrrolo[2,3-b]Pyridine NC=1C=C(C=CC1)N1C=CC=2C1=NC=CC2